C1OCC12CCN(CC2)C2CCC(CC2)N2C(NC1=C2C=C(C(=C1)C=1C=C(C=2N(C1)N=CN2)OC)C(C)C)=O 1-(4-(2-oxa-7-azaspiro[3.5]non-7-yl)cyclohexyl)-6-isopropyl-5-(8-methoxy-[1,2,4]triazolo[1,5-a]pyridin-6-yl)-1,3-dihydro-2H-benzo[d]imidazol-2-one